Butyl ((6-bromopyridin-2-yl)sulfonyl)carbamate BrC1=CC=CC(=N1)S(=O)(=O)NC(OCCCC)=O